N-[(1s,4s)-4-{[6-chloro-2-(trifluoromethyl)quinolin-4-yl]amino}cyclohexyl]-1,3-oxazole-5-carboxamide ClC=1C=C2C(=CC(=NC2=CC1)C(F)(F)F)NC1CCC(CC1)NC(=O)C1=CN=CO1